tert-Butyl benzyl((1r,4r)-4-(3,3-dimethyl-2,3-dihydro-1H-pyrrolo[3,2-b]pyridine-1-carbonyl)cyclohexyl)carbamate C(C1=CC=CC=C1)N(C(OC(C)(C)C)=O)C1CCC(CC1)C(=O)N1CC(C2=NC=CC=C21)(C)C